N-(2,4-dimethoxy-6-(4-methoxystyryl)benzyl)-N-phenylhexanamid COC1=C(CN(C(CCCCC)=O)C2=CC=CC=C2)C(=CC(=C1)OC)C=CC1=CC=C(C=C1)OC